BrCC1=C(C=C(C=N1)C=1OC(=NN1)C(F)F)F 2-[6-(bromomethyl)-5-fluoro-3-pyridyl]-5-(difluoromethyl)-1,3,4-oxadiazole